5,5-dimethylpyridine CC1(CC=CN=C1)C